N-(2-carbamoyl-4-chloro-6-methyl-phenyl)-2-(2,2-difluoroethyl)-5-[[5-[4-(trifluoromethyl)phenyl]tetrazol-2-yl]methyl]pyrazole-3-carboxamide C(N)(=O)C1=C(C(=CC(=C1)Cl)C)NC(=O)C=1N(N=C(C1)CN1N=C(N=N1)C1=CC=C(C=C1)C(F)(F)F)CC(F)F